(R)-3-(4-phenoxyphenyl)-4-(3-acrylamidopiperidin-1-yl)-5-fluoroindole-7-carboxamide O(C1=CC=CC=C1)C1=CC=C(C=C1)C1=CNC2=C(C=C(C(=C12)N1C[C@@H](CCC1)NC(C=C)=O)F)C(=O)N